[Si](C)(C)(C(C)(C)C)OCCCCN(CC(CCCCO)(C)C)CC(CCCCO)(C)C 6,6'-((4-((tert-butyldimethylsilyl)oxy)butyl)azanediyl)bis(5,5-dimethylhexan-1-ol)